C1CCC2=C(C=CC=C12)C1=C(C=C2C(=N1)C(=NN2COCC[Si](C)(C)C)C=2C=NN(C2)C)C=C (2,3-dihydro-1H-inden-4-yl)-3-(1-methyl-1H-pyrazol-4-yl)-1-((2-(trimethylsilyl)ethoxy)methyl)-6-vinyl-1H-pyrazolo[4,3-b]pyridine